FC1C(C1)C(=O)NC(C1=CC=C2C=NNC2=C1)C1=NC(=C(C=C1)C(C)C)F 2-fluoro-N-{[6-fluoro-5-(propan-2-yl)pyridin-2-yl](1H-indazol-6-yl)methyl}cyclopropane-1-carboxamide